methyl (1S,2S)-2-(aminomethyl)cyclopropane-1-carboxylate NC[C@@H]1[C@H](C1)C(=O)OC